3-(3,4-Dimethoxyphenyl)-N-[(6-methoxy-3-pyridyl)methyl]-2,5-dimethyl-pyrazolo[1,5-a]pyrimidin-7-Amin COC=1C=C(C=CC1OC)C=1C(=NN2C1N=C(C=C2NCC=2C=NC(=CC2)OC)C)C